N-[2-({4-[3-(3-chloro-4-fluorophenyl)-1H-pyrrolo[3,2-b]pyridin-2-yl]pyridin-3-yl}oxy)ethyl]-N-methylprop-2-enamide ClC=1C=C(C=CC1F)C1=C(NC=2C1=NC=CC2)C2=C(C=NC=C2)OCCN(C(C=C)=O)C